C(#N)C1=CC(=C(COC2=CC=CC(=N2)C2=C(C(=C(CC3=NC4=C(N3CC3OCCC3)C=CC=C4)C=C2)F)F)C=C1)F 2-(4-(6-(4-Cyano-2-fluorobenzyloxy)pyridin-2-yl)-2,3-difluorobenzyl)-1-((tetrahydrofuran-2-yl)methyl)-1H-benzo[d]imidazol